C(#N)CCN1N=C2C=C(C=C(C2=C1)C=1SC(=CN1)C)C(=O)N[C@H](C)C=1C=NC(=NC1)C(F)(F)F (R)-2-(2-cyanoethyl)-4-(5-methylthiazol-2-yl)-N-(1-(2-(trifluoromethyl)pyrimidin-5-yl)ethyl)-2H-indazole-6-carboxamide